C(C)(C)(C)OC(=O)N1CC2(CC2)C[C@H]1C(=O)O (S)-5-(tertbutoxycarbonyl)-5-azaspiro[2.4]heptane-6-carboxylic acid